N1-(β-D-Ribofuranosyl)-3-aminocarbonylpyridinium triflate [O-]S(=O)(=O)C(F)(F)F.[C@@H]1([C@H](O)[C@H](O)[C@H](O1)CO)[N+]1=CC(=CC=C1)C(=O)N